2-(4-(diethylamino)phenyl)benzofuran-6-carbaldehyde C(C)N(C1=CC=C(C=C1)C=1OC2=C(C1)C=CC(=C2)C=O)CC